C(#C)C=1C(=NN(C(C1)=O)C1=CC=CC=C1)C(=O)N 4-ethynyl-6-oxo-1-phenylpyridazine-3-carboxamide